C(C1=CC=CC=C1)N1C(CC2C1CC(N2)C(=O)OC(C)(C)C)C(=O)O 1-benzyl-5-(tert-butoxycarbonyl)octahydropyrrolopyrrole-2-carboxylic acid